FC(C=1C(=C(C=CC1)[C@@H](C)NC=1C2=C(N=C(N1)C)C=NC(=C2)C=2C=CC(=C(CN1CCC(CC1)C1=CC=C(C=C1)[C@@]1(C(NC(CC1)=O)=O)C)C2)F)F)F (R)-3-(4-(1-(5-(4-(((R)-1-(3-(difluoromethyl)-2-fluorophenyl)ethyl)amino)-2-methylpyrido[3,4-d]pyrimidin-6-yl)-2-fluorobenzyl)piperidin-4-yl)phenyl)-3-methylpiperidine-2,6-dione